CN(C)C(CNCC(C)N(C)C)C bis[2-(N,N-dimethylamino)propyl]amine